abieta-7,13-dien-18-oic acid CC(C)C1=CC2=CCC3C(C2CC1)(CCCC3(C)C(=O)O)C